C1=CC=CC=2C3=CC=CC=C3C(C12)COC(=O)N[C@H](C(=O)O)CC1=CC(=CC=C1)N=[N+]=[N-] (S)-2-((((9H-fluoren-9-yl)methoxy)carbonyl)amino)-3-(3-azidophenyl)propanoic acid